FC1=C(C(=C(C(=C1[B-](C1=C(C(=C(C(=C1F)F)F)F)F)(C1=C(C(=C(C(=C1F)F)F)F)F)C1=C(C(=C(C(=C1F)F)F)F)F)F)F)F)F.CC1=C(C(=CC=C1)C)[PH3+] (2,6-dimethylphenyl)phosphonium tetrakis(pentafluorophenyl)borate